FC1=CC=C(C=C1)C1=C(C=C(C=C1)C=1C=C(C(NC1C)=C=O)C#N)C(F)(F)F 5-[4'-fluoro-2-(Trifluoromethyl)-[1,1'-biphenyl]-4-yl]-6-methyl-2-carbonyl-1,2-dihydropyridine-3-carbonitrile